FC1=C(C=CC=C1S(=O)(=O)C)NC1=NC=C(C(=N1)C1=CNC2=C(C=CC=C12)NC([C@@H](CC)N1CCN(CC1)C)=O)C (R)-N-(3-(2-((2-Fluoro-3-(methylsulfonyl)phenyl)amino)-5-methylpyrimidin-4-yl)-1H-indol-7-yl)-2-(4-methylpiperazin-1-yl)butanamid